C1(CCCC1)C[C@@H](CN1CC2(CC2)C[C@H]1C(=O)NC=1SC=NN1)CC(=O)NO (S)-5-((R)-2-(cyclopentylmethyl)-4-(hydroxyamino)-4-oxobutyl)-N-(1,3,4-thiadiazol-2-yl)-5-azaspiro[2.4]heptane-6-carboxamide